ClC1=CC=C(C(=N1)N1N=C(C=C1C)C#N)C(CCCO)O 1-[6-chloro-3-(1,4-dihydroxybutyl)-2-pyridyl]-5-methyl-pyrazole-3-carbonitrile